C1CC12N(CCNC2)CCOC2=CC(=C(C=C2)C=2N(C1=NC=NC(=C1N2)OC2(CC2)C)CC2=CC=CC=C2)Cl 8-(4-(2-(4,7-diazaspiro[2.5]octan-4-yl)ethoxy)-2-chlorophenyl)-9-benzyl-6-(1-methylcyclopropoxy)-9H-purine